N(=C=O)CCS(=O)(=O)C 1-isocyanato-2-methanesulfonylethane